1,3-dimethylimidazole bromide [Br-].CN1CN(C=C1)C